1-cyclobutyl-N-((7-(5-(difluoromethyl)-1,3,4-oxadiazol-2-yl)imidazo[1,2-a]pyridin-2-yl)methyl)-N-phenylpiperidine-4-carboxamide C1(CCC1)N1CCC(CC1)C(=O)N(C1=CC=CC=C1)CC=1N=C2N(C=CC(=C2)C=2OC(=NN2)C(F)F)C1